N-(3-methyl-4-((1-methyl-1H-benzo[d]imidazol-5-yl)oxy)phenyl)-6-(methanesulfonyl)pyrimido[5,4-d]pyrimidine-4-amine CC=1C=C(C=CC1OC1=CC2=C(N(C=N2)C)C=C1)NC=1C2=C(N=CN1)C=NC(=N2)S(=O)(=O)C